C(#N)C=1C(=C2C(=C(N(C2=CC1)CCCOC1=CC(=CC2=CC(=CC=C12)F)SCC1=CC=C(C=C1)OC)C(=O)OC)C)C=1C(=NN(C1C)C)CO Methyl 5-cyano-1-(3-((6-fluoro-3-((4-methoxybenzyl)thio)naphthalen-1-yl)oxy)propyl)-4-(3-(hydroxymethyl)-1,5-dimethyl-1H-pyrazol-4-yl)-3-methyl-1H-indole-2-carboxylate